(E)-2-(2-ethoxyvinyl)-5-fluoro-4-(methylthio)pyridine C(C)O/C=C/C1=NC=C(C(=C1)SC)F